Cl.ClC1=C(C=CC=C1OC)NN (2-chloro-3-methoxyphenyl)hydrazine hydrochloride